BrC=1C(=NC(=NC1)SC)C(=O)N[C@H](C)C1=CC=CC2=CC=CC=C12 5-bromo-2-methylsulfanyl-N-[(1R)-1-(1-naphthyl)ethyl]pyrimidine-4-carboxamide